N1C(=NC2=C1C=CC=C2)CNC(=O)C=2N=C(SC2)CCNCC2=NC1=C(N2)C=CC=C1 N-(1H-1,3-Benzodiazol-2-ylmethyl)-2-{2-[(1H-1,3-Benzodiazol-2-ylmethyl)amino]ethyl}-1,3-thiazole-4-carboxamide